4-(6-(Piperazine-1-carbonyl)-2-(p-tolyl)imidazo[1,2-a]pyridin-3-yl)benzonitrile N1(CCNCC1)C(=O)C=1C=CC=2N(C1)C(=C(N2)C2=CC=C(C=C2)C)C2=CC=C(C#N)C=C2